(R)-2-amino-N-((S)-1-((5-chloro-2-hydroxybenzyl)amino)-1-oxopropan-2-yl)-4-phenylbutanamide N[C@@H](C(=O)N[C@H](C(=O)NCC1=C(C=CC(=C1)Cl)O)C)CCC1=CC=CC=C1